5-(5-(3-methylpiperazin-1-yl)-1H-1,2,4-triazol-3-yl)pyridin-3-ol CC1CN(CCN1)C1=NC(=NN1)C=1C=C(C=NC1)O